1-(benzylsulfanyl)-3-iodobenzene C(C1=CC=CC=C1)SC1=CC(=CC=C1)I